C1(=CC=CC=C1)C1=NN(C(=C1)C1=CC=CC=C1)CCC1=CC=C(C=C1)C(F)(F)F 3,5-diphenyl-1-(4-(trifluoromethyl)phenethyl)-1H-pyrazole